methoxyacetic acid, anhydride COCC(=O)OC(COC)=O